O=C1NC=C(C(N1)=O)C=1C=C(C=2N(N1)C=CN2)OCC(CCC(=O)NC(C)C)(F)F 5-((6-(2,4-dioxo-1,2,3,4-tetrahydropyrimidin-5-yl)imidazo[1,2-b]pyridazin-8-yl)oxy)-4,4-difluoro-N-isopropylpentanamide